COC([C@@H](N(CC1=CC=CC=C1)CC1=CC=CC=C1)CC1=CC(=C(C(=C1)O)OC)Br)=O (S)-N,N-dibenzyl-3-bromo-4-methoxy-5-hydroxyphenylalanine methyl ester